N-(2,5-dimethoxyphenyl)-3-((2-methylindolin-1-yl)sulfonyl)benzamide COC1=C(C=C(C=C1)OC)NC(C1=CC(=CC=C1)S(=O)(=O)N1C(CC2=CC=CC=C12)C)=O